IC=1C=NC2=CC(=NC(=C2C1)OC1CCC(CC1)NC(OC(C)(C)C)=O)N1CCOCC1 tert-butyl N-[4-[(3-iodo-7-morpholino-1,6-naphthyridin-5-yl)oxy]cyclohexyl]carbamate